FC1(CCC(CC1)C1=NC=CC(=C1NC(CC(C)(C)OC)=O)C1=C(C=CC(=C1)F)F)F N-(2-(4,4-difluorocyclohexyl)-4-(2,5-difluorophenyl)pyridin-3-yl)-3-methoxy-3-methylbutanamide